CC1=C(C(=O)P(CCC2=CC=CC=C2)(C(C2=C(C=C(C=C2C)C)C)=O)=O)C(=CC(=C1)C)C bis(2,4,6-trimethylbenzoyl)-2-phenylethyl-phosphine oxide